NCCSSC(CNC(OC(C)(C)C)=O)(C)C tert-butyl (2-((2-aminoethyl)disulfaneyl)-2-methylpropyl)carbamate